CC1C(C1C1=NN(C=C1)C1OCCCC1)C(=O)O 2-methyl-3-(1-(tetrahydro-2H-pyran-2-yl)-1H-pyrazol-3-yl)cyclopropanecarboxylic acid